C(C)(C)(C)OC(=O)N1CCC(CC1)C=1C(=C2C(=CN1)NC=C2Br)C 4-(3-bromo-4-methyl-1H-pyrrolo[2,3-c]pyridin-5-yl)piperidine-1-carboxylic acid tert-butyl ester